FC=1C=CC(=NC1)C1=NN2C(O[C@H](C[C@H]2C)C)=C1C1=C2C(=NC=C1)NN=C2 (5s,7r)-2-(5-fluoro-2-pyridinyl)-5,7-dimethyl-3-(1H-pyrazolo[3,4-b]pyridin-4-yl)-6,7-dihydro-5H-pyrazolo[5,1-b][1,3]oxazine